FC(S(=O)(=O)OC1=C(C(=CC=C1C1=C(C(=C(C=C1)C1CCC(CC1)C1CCC(CC1)CCC)F)F)C(F)(F)F)F)(F)F [6-[2,3-Difluoro-4-[4-(4-propylcyclohexyl)cyclohexyl]phenyl]-2-fluoro-3-(trifluoromethyl)phenyl] trifluoromethanesulfonate